NC1=CC(=C(C=N1)N1CCN(CC1)C(=O)C1=NC=C(C(=C1)OC)C1=CC=C(C=C1)F)OC [4-(6-Amino-4-methoxy-pyridin-3-yl)-piperazin-1-yl]-[5-(4-fluoro-phenyl)-4-methoxy-pyridin-2-yl]-methanon